isooctyl-3,5-di-tert-butyl-4-hydroxybenzyl mercaptoacetate SCC(=O)OC(C1=CC(=C(C(=C1)C(C)(C)C)O)C(C)(C)C)CCCCCC(C)C